(1R,2R,4S)-bicyclo[2.2.1]heptan-2-ylmethyl carbonochloridate C(OC[C@H]1[C@@H]2CC[C@H](C1)C2)(=O)Cl